NC=1C=2N(C=CN1)C(=NC2C2=CC=C(C=C2)C(NC2=NC=CC(=C2)C(F)(F)F)=O)N2C[C@](CCC2)(C(=O)O)C (3S)-1-[8-amino-1-(4-{[4-(trifluoromethyl)pyridin-2-yl]carbamoyl}phenyl)imidazo[1,5-a]pyrazin-3-yl]-3-methylpiperidine-3-carboxylic acid